BrC=1C(=C(C(C(=O)O)=CC1)C(=O)O)Cl 4-bromo(chloro)phthalic acid